C1(=CC=CC=C1)C1=NC(=CC(=N1)C1=C(C=CC=C1)C1=C(C(=NC(=C1N1C2=C(C=3C=CC=CC13)N=CC=C2)N2C1=C(C=3C=CC=CC23)N=CC=C1)N1C2=C(C=3C=CC=CC13)N=CC=C2)N2C1=C(C=3C=CC=CC23)N=CC=C1)C1=CC=CC=C1 5,5',5'',5'''-(4-(2-(2,6-diphenylpyrimidin-4-yl)phenyl)pyridine-2,3,5,6-tetrayl)tetrakis(5H-pyrido[3,2-b]indole)